BrC1=C(C2=C(N=CN=C2N)N1C)C1=NC=C(C=N1)C(F)F 6-bromo-5-(5-(difluoromethyl)pyrimidin-2-yl)-7-methyl-7H-pyrrolo[2,3-d]pyrimidin-4-amine